8-morpholinoimidazo[1,2-b]pyridazin O1CCN(CC1)C=1C=2N(N=CC1)C=CN2